2-[2-(2-hydroxyethoxy)ethoxy]ethan-1-ol OCCOCCOCCO